N1N=CC(=C1)C1=CC2=C(N(C=N2)C2=CC=C(C=C2)CC(=O)NC2=C(C(=NO2)C)C)C=C1 2-(4-(5-(1H-pyrazol-4-yl)-1H-benzo[d]imidazol-1-yl)phenyl)-N-(3,4-dimethylisoxazol-5-yl)acetamide